N1=C(C=CC=C1)CNCCCCN N1-(Pyridin-2-ylmethyl)butane-1,4-diamine